N1N=C(C=C1)N1N=CC=2C1=NC=CC2 1-(1H-pyrazol-3-yl)-1H-pyrazolo[3,4-b]pyridine